benzyldimethyl(2-hydroxyethyl)ammonium C(C1=CC=CC=C1)[N+](CCO)(C)C